1,2-benzothiazol-3-amine S1N=C(C2=C1C=CC=C2)N